CN1C=C(C=C1C(NC1=CC=C(C=C1)C=1N=C(N(C1)C)C(NC1=CC=CC=C1)=O)=O)NC(OC(C)(C)C)=O tert-butyl (1-methyl-5-((4-(1-methyl-2-(phenylcarbamoyl)-1H-imidazol-4-yl)phenyl)carbamoyl)-1H-pyrrol-3-yl)carbamate